(E)-6-methylhept-2-en CC(CC/C=C/C)C